N1(C(=CC=C1)C(=O)[O-])C(=O)OCC ethyl pyrrole-1,2-dicarboxylate